NC(C)(C)C1=CC(=NC(=C1)C1=CC=C(C=C1)F)OC1[C@@H]2CN(C[C@H]12)C(=O)C=1C(=NN(C1)C1=NC=CC=N1)C(F)F ((1R,5S,6s)-6-((4-(2-aminopropan-2-yl)-6-(4-fluorophenyl)pyridin-2-yl)oxy)-3-azabicyclo[3.1.0]hexan-3-yl)(3-(difluoromethyl)-1-(pyrimidin-2-yl)-1H-pyrazol-4-yl)methanone